C(C)(C)(C)NCC=C(C)C N-(tert-butyl)-3-methylbut-2-en-1-amine